(9Z,12Z)-3-(((3-(ethyl(methyl)amino)propoxy)carbonyl)oxy)pentadecyl octadeca-9,12-dienoate C(CCCCCCC\C=C/C\C=C/CCCCC)(=O)OCCC(CCCCCCCCCCCC)OC(=O)OCCCN(C)CC